C(C)C(COCC(CO)O)CCCC 3-((2-ethylhexyl)oxy)-propane-1,2-diol